C(NCCCCCCNC(O)=O)(O)=O hexamethylenedi(carbamic acid)